O[C@@H](C(=O)[O-])CCCC D-2-hydroxycaproate